4-((adamantan-2-ylidene)(4-(2-aminoethoxy)phenyl)-methyl)phenol C12C(C3CC(CC(C1)C3)C2)=C(C2=CC=C(C=C2)O)C2=CC=C(C=C2)OCCN